4-(2-((adamantan-1-yl)amino)ethyl)-N-(3-(2,6-dioxopiperidin-3-yl)phenyl)benzamide C12(CC3CC(CC(C1)C3)C2)NCCC2=CC=C(C(=O)NC3=CC(=CC=C3)C3C(NC(CC3)=O)=O)C=C2